COC1=C(C=CC(=C1)C=1SC=CN1)NCC#CC=1N(C=2C=CC=C(C2C1)NC1CCN(CC1)C)CC(F)(F)F 2-(3-{[2-methoxy-4-(1,3-thiazol-2-yl)phenyl]amino}prop-1-yn-1-yl)-N-(1-methylpiperidin-4-yl)-1-(2,2,2-trifluoroethyl)-1H-indol-4-amine